FC1=C(C=C(C=C1)NC1=NC=C2C(=N1)N(N(C2=O)C)C2=NC(=CC=C2)OC2CCNCC2)C 6-[(4-fluoro-3-methylphenyl)amino]-2-methyl-1-[6-(piperidin-4-yloxy)pyridin-2-yl]-1H,2H,3H-pyrazolo[3,4-d]pyrimidin-3-one